1-[(2e,8e)-9-(3,4-methylenedioxyphenyl)-2,8-nonadienoyl]pyrrolidine C1OC=2C=C(C=CC2O1)/C=C/CCCC/C=C/C(=O)N1CCCC1